methyl ether azide [N-]=[N+]=[N-].COC